C(C(C)(C)C)(=O)OCCCCC pentyl neopentanoate